((6-chloro-2H-indazol-3-yl)methyl)(2-hydroxyethyl)carbamic acid benzyl ester C(C1=CC=CC=C1)OC(N(CCO)CC=1NN=C2C=C(C=CC12)Cl)=O